(4-Methyl-1,2,3-thiadiazol-5-yl)((3aR,5s,6aS)-5-(5-methyl-1-(1-methyl-1H-pyrazol-4-yl)-1H-indazol-6-yl)hexahydrocyclopenta[c]pyrrol-2(1H)-yl)methanone CC=1N=NSC1C(=O)N1C[C@@H]2[C@H](C1)CC(C2)C2=C(C=C1C=NN(C1=C2)C=2C=NN(C2)C)C